Methyl 2-(((tert-butoxycarbonyl)amino)methyl)-5-methyl-1H-indole-6-carboxylate C(C)(C)(C)OC(=O)NCC=1NC2=CC(=C(C=C2C1)C)C(=O)OC